C(C1=CC=CC=C1)NC1=NC=C(C2=C1CCO2)C2=CC=NC=C2 N-benzyl-7-(pyridin-4-yl)-2,3-dihydrofuro[3,2-c]pyridin-4-amine